2,9-dimethyl-4,7-dinaphthyl-1,10-phenanthroline CC1=NC2=C3N=C(C=C(C3=CC=C2C(=C1)C1=CC=CC2=CC=CC=C12)C1=CC=CC2=CC=CC=C12)C